2-((2S,4S)-5-chloro-6-fluoro-2-(4-hydroxypyrrolidin-2-yl)-2-phenyl-2,3-dihydrobenzofuran-4-yl)-4-(difluoromethoxy)-3-fluorobenzamide ClC=1C(=CC2=C(C[C@](O2)(C2=CC=CC=C2)C2NC[C@H](C2)O)C1C1=C(C(=O)N)C=CC(=C1F)OC(F)F)F